7-chloro-6-fluoro-4-oxo-1-(1,3-thiazol-2-yl)-1,4-dihydro-1,8-naphthyridine-3-carboxylate ClC1=C(C=C2C(C(=CN(C2=N1)C=1SC=CN1)C(=O)[O-])=O)F